C(=O)(F)F.C=CC propylene difluorocarbonate